FC1=CC=C(C=C1)C1=C(C(=NC2=CC3=C(C=C12)C=NN3)N3C[C@H](CC3)C(=O)O)C(C)C (3S)-1-[5-(4-fluorophenyl)-6-isopropyl-1H-pyrazolo[4,3-g]Quinolin-7-yl]Pyrrolidine-3-carboxylic acid